ClC1=C(CN2N=C(N=C2)C(=O)O)C=CC=C1Cl 1-(2,3-dichlorobenzyl)-1H-1,2,4-triazole-3-carboxylic acid